BrC=1C=NC2=CC(=CC=C2C1)F 3-Bromo-7-fluoro-quinoline